C(\C=C/C(=O)O)(=O)O.C(CC=CCCCCC)O mono3-nonen-1-ol maleate